ClC1=CC2=C(B(OC(C2)C2=CC(=C(C(N)=N)C=C2)OCC=2C=NC=CC2)O)C=C1F 4-(6-chloro-7-fluoro-1-hydroxy-3,4-dihydro-1H-benzo[c][1,2]oxaborinin-3-yl)-2-(pyridin-3-ylmethoxy)benzimidamide